4-bromo-N-(trans-4-methylcyclohexyl)pyridin-2-amine BrC1=CC(=NC=C1)N[C@@H]1CC[C@H](CC1)C